FC=1N=C(SC1CN1C[C@@H](CC1)OC1=NC=NC(=C1)OC)NC(C)=O (R)-N-(4-fluoro-5-((3-((6-methoxypyrimidin-4-yl)oxy)pyrrolidin-1-yl)methyl)thiazol-2-yl)acetamide